C(C)S(=O)(=O)C1=CC=C(C=C1)CCC(=O)N 3-(4-(ethylsulfonyl)phenyl)propanamide